FC1=C(C=CC(=C1)OC1=CC(=NC=C1)C=1SC=CN1)NC1=NC=NC2=CC(=C(C=C12)NC1CCN(CC1)C(C=C)=O)OC 1-(4-((4-((2-fluoro-4-((2-(thiazol-2-yl)pyridin-4-yl)oxy)phenyl)amino)-7-methoxyquinazolin-6-yl)amino)piperidin-1-yl)prop-2-en-1-one